7-chloro-2,2-dimethyl-3,4-dihydro-1H-quinoline ClC1=CC=C2CCC(NC2=C1)(C)C